FC=1C=C(C=CC1OC1=C2C(=NC=C1)NC(N2C(C)C)=O)C2=NN(C(=C2C(=O)N)C(F)(F)F)C2=NC=C(C=C2)F (3-fluoro-4-((1-isopropyl-2-keto-2,3-dihydro-1H-imidazo[4,5-b]pyridin-7-yl)oxy)phenyl)-1-(5-fluoropyridin-2-yl)-5-(trifluoromethyl)-1H-pyrazole-4-carboxamide